2,3,5,6-tetrachloro-4-trichloromethylphenol ClC1=C(C(=C(C(=C1Cl)C(Cl)(Cl)Cl)Cl)Cl)O